(2E)-2-Heptenal C(\C=C\CCCC)=O